N1(N=CC=C1)C1=CC=C(C=C1)C1=NC(=CC(=N1)CC=O)C(=O)N1CCN(CC1)S(=O)(=O)C 2-(2-(4-(1H-pyrazol-1-yl)phenyl)-6-(4-(methylsulfonyl)piperazine-1-carbonyl)pyrimidine-4-yl)acetaldehyde